BrC=1C(=C(OC2CCC(CC2)OCCCO)C=CC1)C(F)(F)F 3-(((1s,4s)-4-(3-bromo-2-(trifluoromethyl)phenoxy)cyclohexyl)oxy)propan-1-ol